(S)-5-amino-1-(1-cyanopiperidin-3-yl)-3-(4-(2,4-difluorophenoxy)phenyl)-1H-pyrazole-4-carboxamide NC1=C(C(=NN1[C@@H]1CN(CCC1)C#N)C1=CC=C(C=C1)OC1=C(C=C(C=C1)F)F)C(=O)N